5-acetyl-2-(4-chlorobenzoyl)benzoic acid C(C)(=O)C=1C=CC(=C(C(=O)O)C1)C(C1=CC=C(C=C1)Cl)=O